C1(CCC1)[C@@H](C(=O)O)N(C)C(=O)OCC1C2=CC=CC=C2C=2C=CC=CC12 (2S)-2-cyclobutyl-2-[9H-fluoren-9-ylmethoxycarbonyl-(methyl)amino]acetic acid